[Bi].[Sb].[Pb].[Cu].[Ag] silver copper lead antimony bismuth